1λ4-benzothiepin-8-ol S=1C=CC=CC=2C1CC(=CC2)O